S1C=C(C2=C1C=CC=C2)C[C@@H](CNC(=O)NCC2=CC=C(C=C2)F)N(C)C (S)-1-(3-(benzothien-3-yl)-2-(dimethylamino)propyl)-3-(4-fluorobenzyl)urea